C(C)(C)(C)OC(=O)N[C@H]1CCC=2C(=CC=C(C12)F)C(=O)OC Methyl (S)-1-((tert-butoxycarbonyl)amino)-7-fluoro-2,3-dihydro-1H-indene-4-carboxylate